C(C)(=O)OCC(CC1=C(N(C2=CC=C(C=C12)Br)CC(F)(F)F)C=1C=C(C=NC1[C@H](C)OC)B(O)O)(C)C (S)-(5-(3-(3-acetoxy-2,2-dimethylpropyl)-5-bromo-1-(2,2,2-trifluoroethyl)-1H-indol-2-yl)-6-(1-methoxyethyl)pyridin-3-yl)boronic acid